ClC=1C=C(C=CC1)NC1=NC=C(C(=O)OC)C=C1[N+](=O)[O-] methyl 6-((3-chlorophenyl) amino)-5-nitronicotinate